ClC1=C(CNC2=NS(C3=C(N2)C(=C(C=C3)F)[C@H](C)C3=C(C=CC=C3)F)(=O)=O)C(=CC=C1)Cl (R)-3-((2,6-dichlorobenzyl)amino)-6-fluoro-5-(1-(2-fluorophenyl)ethyl)-4H-benzo[e][1,2,4]thiadiazine 1,1-dioxide